P(=O)(OCCCN)(O)O Aminopropyl dihydrogen phosphate